OC1=C(C(=CC(=C1)C(F)(F)F)C)C1=CC(=C(N=N1)NC1C[N+](CCC1)(C)[O-])C 3-((6-(2-hydroxy-6-methyl-4-(trifluoromethyl)phenyl)-4-methylpyridazin-3-yl)amino)-1-methylpiperidine 1-oxide